C(C1=CC=CC=C1)N1CCC(CC1)CCNC(C1=C(C=C(C=C1)C1=CC=C(C=C1)Cl)F)=O N-[2-(1-benzylpiperidin-4-yl)ethyl]-4-(4-chlorophenyl)-2-fluorobenzamide